N1CCC(CC1)NC1=CC=C2C=NN(C2=C1)C=1C=C(C=CC1)C N-(piperidin-4-yl)-1-(m-tolyl)-1H-indazol-6-amine